[Br-].C(=O)(O)CCN1CSC2=C1C=CC=C2 3-(2-carboxyethyl)-benzothiazole bromide